3-(2-hydroxy-2-methylpropyl)-8-(pyridin-3-yl)-6-(5-(trifluoromethyl)pyridin-2-yl)pyrido[3,4-d]pyrimidin-4(3H)-one OC(CN1C=NC2=C(C1=O)C=C(N=C2C=2C=NC=CC2)C2=NC=C(C=C2)C(F)(F)F)(C)C